Methoxybenzylidenemalonic acid dipivaloyl ester C(C(C)(C)C)(=O)OC(C(C(=O)OC(C(C)(C)C)=O)=C(C1=CC=CC=C1)OC)=O